ClC1=CC(=C2C(=N1)NC=C2)C2=NC(=CC(=N2)C2S(CCC2)(=NC)=O)N2[C@@H](COCC2)C 2-(2-(6-chloro-1H-pyrrolo[2,3-b]pyridin-4-yl)-6-((R)-3-methylmorpholino)-pyrimidin-4-yl)-1-(methylimino)tetrahydro-1H-1λ6-thiophene 1-oxide